CC1=CC=C(C=O)C=C1 4-methyl-benzaldehyde